FC(C1=CC=C(C=C1)N1CCN(CC1)C1=CC=C(N)C=C1)(F)F 4-(4-(4-(trifluoromethyl)phenyl)piperazin-1-yl)aniline